COC=1C(=NC=CC1C=1C=NN(C1)[C@H]1[C@@H](OCCC1)COC)C1=NN(C2=CN=C(C=C21)NC(=O)C2CC2)C N-(3-(3-methoxy-4-(1-((2R,3R)-2-(methoxymethyl)tetrahydro-2H-pyran-3-yl)-1H-pyrazol-4-yl)pyridin-2-yl)-1-methyl-1H-pyrazolo[3,4-c]pyridin-5-yl)cyclopropanecarboxamide